perfluoro-2,5-dimethyl-3,6-dioxaheptanoic acid ammonium salt [NH4+].FC(C(=O)[O-])(OC(C(OC(F)(F)F)(C(F)(F)F)F)(F)F)C(F)(F)F